5-((5-fluoro-2-oxoindole-3-ylidene)methyl)-2,4-dimethyl-1H-pyrrole-3-carboxamide FC=1C=C2C(C(NC2=CC1)=O)=CC1=C(C(=C(N1)C)C(=O)N)C